2-acetoxybenzoyl-formic acid C(C)(=O)OC1=C(C(=O)C(=O)O)C=CC=C1